(R)-2-(3,5-dinitrobenzoylamino)-2-phenylacetic acid [N+](=O)([O-])C=1C=C(C(=O)N[C@@H](C(=O)O)C2=CC=CC=C2)C=C(C1)[N+](=O)[O-]